3,3-diphenylprop-2-enoic anhydride C1(=CC=CC=C1)C(=CC(=O)OC(C=C(C1=CC=CC=C1)C1=CC=CC=C1)=O)C1=CC=CC=C1